1-(9-Methyl-carbazol-3-yl)-3-octyl-2H-imidazol-3-ium tetrafluoroborate F[B-](F)(F)F.CN1C2=CC=CC=C2C=2C=C(C=CC12)N1C[NH+](C=C1)CCCCCCCC